3-bromo-7-iododibenzothiophene 5,5-dioxide BrC=1C=CC2=C(S(C3=C2C=CC(=C3)I)(=O)=O)C1